C(C)(=O)N[C@@H](CCC(=O)O)C(=O)O.CC(CCNC1=C(C=CC=C1)[C@H]1NCCCC1)C (S)-3-methyl-(2-piperidylphenyl)-1-butylamine acetyl-glutamate